O1C=NC(=C1)C1=NC=CC(=C1)C1=NOC(=N1)C(F)(F)F 3-(2-(oxazol-4-yl)pyridin-4-yl)-5-(trifluoromethyl)-1,2,4-oxadiazole